C(C)[C@]12N(C=3C(=NN=C(C3)C3=C(C(=CC=C3)F)OC)NC1)C[C@@H](C2)OC2=NC=C(C(=O)[O-])C(=C2)C 6-(((6aR,8R)-6a-ethyl-2-(3-fluoro-2-methoxyphenyl)-5,6,6a,7,8,9-hexahydro-pyrrolo[1',2':4,5]pyrazino[2,3-c]pyridazin-8-yl)oxy)-4-methylnicotinate